3-cyclopropyl-5-methoxy-3,4-dihydroacridine-1,9(2H,10H)-dione C1(CC1)C1CC(C=2C(C3=CC=CC(=C3NC2C1)OC)=O)=O